O1C2=C(N(CC1)C(=O)C=1N=NC=C(C1)C1=CC=C(C=C1)F)C=CC=C2 (2,3-Dihydro-4H-benzo[b][1,4]oxazin-4-yl)(5-(4-fluorophenyl)pyridazin-3-yl)-methanone